4-(3-((R)-3-aminopiperidine-1-carbonyl)-1-(4-(3,5-dimethylpiperidin-1-yl)-2-fluorophenyl)-1H-pyrazol-5-yl)-2-fluorobenzonitrile N[C@H]1CN(CCC1)C(=O)C1=NN(C(=C1)C1=CC(=C(C#N)C=C1)F)C1=C(C=C(C=C1)N1CC(CC(C1)C)C)F